dipotassium hydrogen phosphate-HCl Cl.P(=O)(O)([O-])[O-].[K+].[K+]